Methyl-7-bromo-2-(4-methoxybenzyl)-8-(naphthalen-1-ylmethyl)-6-oxo-9-(3-(trifluoromethyl)phenyl)-3,4-dihydro-2H,6H-pyrido[1,2-e][1,2,5]thiadiazine-4-carboxylate 1,1-dioxide CC1N(S(C=2N(C1C(=O)[O-])C(C(=C(C2C2=CC(=CC=C2)C(F)(F)F)CC2=CC=CC1=CC=CC=C21)Br)=O)(=O)=O)CC2=CC=C(C=C2)OC